methyl 7-chloro-5-nitro-2,3-dihydrobenzofuran-4-carboxylate ClC=1C=C(C(=C2CCOC21)C(=O)OC)[N+](=O)[O-]